C1(CC1)S(=O)(=O)N1N=CC(=C1)C1=NC=CC(=N1)C1(NC=C(C(=C1)NC1CCC(CC1)NC)C1=NN(C=C1)C(C)C)N 2-(2-(1-(Cyclopropylsulfonyl)-1H-pyrazol-4-yl)pyrimidin-4-yl)-5-(1-isopropyl-1H-pyrazol-3-yl)-N4-((1s,4s)-4-(methylamino)cyclohexyl)pyridine-2,4-diamine